4-[[(2R)-2-[4-(2-acetyl-5-chloro-phenyl)-5-methoxy-2-oxo-1-pyridinyl]-3,3-dideutero-3-(2,3,4,5,6-pentadeuterophenyl)propanoyl]amino]benzoic acid C(C)(=O)C1=C(C=C(C=C1)Cl)C1=CC(N(C=C1OC)[C@@H](C(=O)NC1=CC=C(C(=O)O)C=C1)C(C1=C(C(=C(C(=C1[2H])[2H])[2H])[2H])[2H])([2H])[2H])=O